ClC1C(CCC(C1)(F)F)=O 2-chloro-4,4-difluorocyclohexanone